Pentamethylcyclopentadienyl-(1-methyl-1,5,6,7-tetrahydro-s-indacenyl)hafnium CC1=C(C(=C(C1([Hf]C1(C=CC2=CC=3CCCC3C=C12)C)C)C)C)C